N-(3,4-dihydroxybenzyl)-2-((6-ethoxy-1H-benzo[d]imidazol-2-yl)thio)acetamide OC=1C=C(CNC(CSC2=NC3=C(N2)C=C(C=C3)OCC)=O)C=CC1O